3'-geranyl-3-isopentenyl-2',4',5,7-tetrahydroxyflavone C(\C=C(/C)\CCC=C(C)C)C=1C(=C(C=2OC3=CC(=CC(=C3C(C2CCC(=C)C)=O)O)O)C=CC1O)O